ClC1=C2C=CNC2=CC(=C1)NC1=NC2=C(N1)C=CC(=C2)C2=CC(=CC=C2)COC N-(4-chloro-1H-indol-6-yl)-5-[3-(methoxymethyl)phenyl]-1H-1,3-benzodiazol-2-amine